D-penicillamine gold-copper [Cu].[Au].N[C@H](C(C)(C)S)C(=O)O